C(C)(C)(C)OC(=O)N1C[C@@H](N(CC1)C1=NC(=NC2=C(C(=C(C=C12)I)Br)F)F)C (S)-4-(7-bromo-2,8-difluoro-6-iodoquinazolin-4-yl)-3-methylpiperazine-1-carboxylic acid tert-butyl ester